4,4-diallyl-14-bromotetradec-1-ene C(C=C)C(CC=C)(CCCCCCCCCCBr)CC=C